COC1=CC=C(COC2=C(C=CC=C2)CCO)C=C1 2-(2-((4-Methoxybenzyl)oxy)phenyl)ethan-1-ol